(R/S)-N-(4-((2-cyclopropyl-3,4,5-trimethyl-4,5-dihydro-3H-imidazo[4,5-c]quinolin-6-yl)amino)-5-(propanoyl-3,3,3-d3)pyridin-2-yl)cyclopropanecarboxamide C1(CC1)C1=NC2=C([C@H](N(C=3C(=CC=CC23)NC2=CC(=NC=C2C(CC([2H])([2H])[2H])=O)NC(=O)C2CC2)C)C)N1C |r|